{6-[(2-methylphenyl)thio]-1,2,3,4-tetrahydronaphthalen-1-yl}methylamine CC1=C(C=CC=C1)SC=1C=C2CCCC(C2=CC1)CN